manganese oxide dihydrate O.O.[O-2].[Mn+2]